n-tetracosyl triacontanoate C(CCCCCCCCCCCCCCCCCCCCCCCCCCCCC)(=O)OCCCCCCCCCCCCCCCCCCCCCCCC